N-(2-((2-(dimethylamino)ethyl)(methyl)amino)-4-(2,2,2-trifluoroethoxy)-5-((4-(3,3,5-trimethyl-2,3-dihydro-1H-pyrrolo[3,2-b]pyridin-1-yl)-1,3,5-triazin-2-yl)amino)phenyl)acrylamide CN(CCN(C1=C(C=C(C(=C1)OCC(F)(F)F)NC1=NC=NC(=N1)N1CC(C2=NC(=CC=C21)C)(C)C)NC(C=C)=O)C)C